FC1(C(C1)C=1N(C=CN1)C(=O)NC)F (2,2-difluorocyclopropyl)-N-methyl-1H-imidazole-1-carboxamide